N-[2-(2-Chloro-5-Hydroxy-1H-indol-3-yl)ethyl]acetamide ClC=1NC2=CC=C(C=C2C1CCNC(C)=O)O